[3-(4-amino-1H-imidazol-1-yl)piperidin-1-yl](phenyl)methanone NC=1N=CN(C1)C1CN(CCC1)C(=O)C1=CC=CC=C1